COC1=CC=C(C=C1)C(OCCN1C(C2=CC=CC=C2C1=O)=O)(C1=CC=CC=C1)C1=CC=C(C=C1)OC 2-(2-(Bis(4-methoxyphenyl)(phenyl)methoxy)ethyl)isoindoline-1,3-dione